3-((3-hydroxy-2-(tetrahydro-2H-pyran-3-yl)pyridin-4-yl)amino)-4-((2,6,6-trimethyl-4,5,6,7-tetrahydrobenzofuran-7-yl)amino)cyclobut-3-ene-1,2-dione OC=1C(=NC=CC1NC=1C(C(C1NC1C(CCC=2C=C(OC21)C)(C)C)=O)=O)C2COCCC2